(E)-N-hydroxy-3-(2-(4-(1-methyl-1H-imidazole-5-carbonyl)piperazin-1-yl)phenyl)acrylamide ONC(\C=C\C1=C(C=CC=C1)N1CCN(CC1)C(=O)C1=CN=CN1C)=O